n-tricosyl-amide C(CCCCCCCCCCCCCCCCCCCCCC)[NH-]